3-[1-methyl-6-[(3R)-3-(trifluoromethyl)piperazin-1-yl]indazol-3-yl]piperidine-2,6-dione CN1N=C(C2=CC=C(C=C12)N1C[C@@H](NCC1)C(F)(F)F)C1C(NC(CC1)=O)=O